CC1(CNC=N[C@H]1C1=CC=CC=C1)C (S)-5,5-dimethyl-6-phenyl-3,4,5,6-tetrahydropyrimidine